4-amino-5-chloro-N-(1-(6-oxo-6-(((R)-1-(6-oxo-6-(((2S,3R,4R,5R)-2,3,4,5,6-pentahydroxyhexyl)amino)hexyl)piperidin-3-yl)amino)hexyl)piperidin-4-yl)-2,3-dihydrobenzofuran-7-carboxamide NC1=C(C=C(C2=C1CCO2)C(=O)NC2CCN(CC2)CCCCCC(N[C@H]2CN(CCC2)CCCCCC(NC[C@@H]([C@H]([C@@H]([C@@H](CO)O)O)O)O)=O)=O)Cl